ClCC(=O)NCC1=C2C(N(C(C2=CC=C1)=O)C1C(NC(CC1)=O)=O)=O 2-chloro-N-{(2-(2,6-dioxo(3-piperidinyl))-1,3-dioxo-isoindolin-4-yl)methyl}acetamide